COC1=NC=CC(=C1N1CCC(CC1)N1C(NC=2C(C1)=CN(N2)COCC[Si](C)(C)C)=O)C 5-(2'-Methoxy-4'-methyl-3,4,5,6-tetrahydro-2H-[1,3']bipyridinyl-4-yl)-2-(2-trimethylsilanyl-ethoxymethyl)-2,4,5,7-tetrahydro-pyrazolo[3,4-d]pyrimidin-6-one